O([2H])C(C1(CC1)NC(OC(C)(C)C)=O)([2H])[2H] Tert-butyl (1-((hydroxy-d)methyl-d2)cyclopropyl)carbamate